Methyl 4-hydroxy-3-(1-(2-hydroxyphenyl)-5,6,7,8-tetrahydroimidazo[1,5-a]pyridin-3-yl)benzoate OC1=C(C=C(C(=O)OC)C=C1)C1=NC(=C2N1CCCC2)C2=C(C=CC=C2)O